O=C1N(C(C2=CC=CC=C12)=O)C1C(NC(NC1=O)=O)=O 5-(1,3-dioxo-2,3-dihydro-1H-isoindol-2-yl)-1,3-diazacyclohexane-2,4,6-trione